N-(5-(4-(benzyloxy)phenyl)-1,3,4-oxadiazol-2-yl)-2,4-dimethoxybenzamide C(C1=CC=CC=C1)OC1=CC=C(C=C1)C1=NN=C(O1)NC(C1=C(C=C(C=C1)OC)OC)=O